C(C)O[Si](CCCNCCC[Si](OCC)(OCC)OCC)(OCC)OCC Bis-[3-(triethoxysilyl)-propyl]-amine